C(#N)C=1C=C(C=CC1OC)[C@@H]1CC[C@H](CC1)CN(C(=O)[C@@H]1CC[C@H](CC1)CC(=O)OC(C)(C)C)C1=CC(=CC=C1)C1=CN=C(S1)C1CC1 tert-Butyl 2-(trans-4-(((trans-4-(3-cyano-4-methoxyphenyl)cyclohexyl)methyl)(3-(2-cyclopropylthiazol-5-yl)phenyl)carbamoyl)cyclohexyl)acetate